N-(4-Chloro-3-cyano-1H-indol-7-yl)-1-[3-(cyanomethyl)oxetan-3-yl]pyrazol-4-sulfonamid ClC1=C2C(=CNC2=C(C=C1)NS(=O)(=O)C=1C=NN(C1)C1(COC1)CC#N)C#N